OC1=C2C(C=C(OC2=CC(=C1)OC1=NC(=NC(=C1)NC1=CC=C(C=C1)OC)C)C1=CC=CC=C1)=O 5-Hydroxy-2-phenyl-7-((6-(4-methoxyphenylamino)-2-methylpyrimidin-4-yl)oxy)-4H-chromen-4-one